1-chloro-2-(difluoromethylsulfanyl)-3-nitro-benzene ClC1=C(C(=CC=C1)[N+](=O)[O-])SC(F)F